(2R)-3-(3-bromophenyl)-2-[(3S)-1-tert-butoxycarbonylpyrrolidin-3-yl]propionic acid BrC=1C=C(C=CC1)C[C@@H](C(=O)O)[C@H]1CN(CC1)C(=O)OC(C)(C)C